N=C1SCC(N1C1=C(C=CC=C1)C(C)C)=O 2-Imino-3-(2-isopropylphenyl)thiazolidin-4-one